C1(=CC(=CC=C1)C(=O)C=1NC(=C(N1)CO)CO)C 2-m-toluoyl-4,5-dihydroxymethylimidazole